FC(C(C(CC1OC1)(F)F)(F)F)(C(F)(F)F)F nonafluoropentyl-oxirane